NCCN1C(C2=CC(=CC=C2C=C1)C(=O)OCC)=O ethyl 2-(2-aminoethyl)-1-oxo-1,2-dihydroisoquinoline-7-carboxylate